{[1-(hydroxymethyl)cyclopropyl]methyl}piperazin OCC1(CC1)CN1CCNCC1